2-methyl-2-(4h-1,2,4-triazol-4-ylamino)propanenitrile CC(C#N)(C)NN1C=NN=C1